(1r,4r)-4-((tetrahydro-2H-pyran-4-yl)methoxy)cyclohexan-1-amine O1CCC(CC1)COC1CCC(CC1)N